ClC1=CC=C(COC2=NN=C(S2)NC(C2=CN=C(C=C2C2=C(C=CC=C2OC)F)C#N)=O)C=C1 N-(5-((4-chlorobenzyl)oxy)-1,3,4-thiadiazol-2-yl)-6-cyano-4-(2-fluoro-6-methoxyphenyl)nicotinamide